tert-butyl (2S,3S)-2-(3-bromo-2-fluorobenzyl)-3-((cyclopropylsulfonyl)amino)pyrrolidine-1-carboxylate BrC=1C(=C(C[C@@H]2N(CC[C@@H]2NS(=O)(=O)C2CC2)C(=O)OC(C)(C)C)C=CC1)F